2-decyl octyl phthalate C(C=1C(C(=O)OCCCCCCCCCC)=CC=CC1)(=O)OCCCCCCCC